2-((1-Acetylnaphthalen-2-yl)oxy)-N-(mesitylenesulfonyl)acetamide C(C)(=O)C1=C(C=CC2=CC=CC=C12)OCC(=O)NS(=O)(=O)C1=C(C=C(C=C1C)C)C